Cyclobutylmethyl ketone C1(CCC1)C(=O)C